montanyl-(1-octacosanol) C(CCCCCCCCCCCCCCCCCCCCCCCCCCC)C(CCCCCCCCCCCCCCCCCCCCCCCCCCC)O